FC(C=1C(=NNC1)CC1CC2(CN(C2)C(=O)N2CC3(C2)CC(C3)N3N=C(N=C3)C(F)(F)F)C1)(F)F [6-[[4-(trifluoromethyl)-1H-pyrazol-3-yl]methyl]-2-azaspiro[3.3]heptan-2-yl]-[6-[3-(trifluoromethyl)-1,2,4-triazol-1-yl]-2-azaspiro[3.3]heptan-2-yl]methanone